bis{2-(4-hydroxyphenyl)propyl}benzene OC1=CC=C(C=C1)C(CC1=C(C=CC=C1)CC(C)C1=CC=C(C=C1)O)C